3-[ACETYL(METHYL)AMINO]PROPANOIC ACID C(C)(=O)N(CCC(=O)O)C